(S)-2-acetoxy-4-oxopyrrolidine-1-carboxylic acid tert-butyl ester C(C)(C)(C)OC(=O)N1[C@H](CC(C1)=O)OC(C)=O